ClC1=CC(=C(C=C1)C1=C2C(=C(N=N1)NC1CC3CCC(C1)O3)C=NC=C2)OC 1-(4-chloro-2-methoxyphenyl)-N-{8-oxabicyclo[3.2.1]octan-3-yl}pyrido[3,4-d]pyridazin-4-amine